methyl 5-[(tert-butyldimethylsilyl)-S-aminosulfonimidoyl]-2-isopropylpyrazole-3-carboxylate [Si](C)(C)(C(C)(C)C)N=S(=O)(N)C=1C=C(N(N1)C(C)C)C(=O)OC